ClC=1C=C(C#N)C=C(C1)OCC1=CC=C(C=C1)OC 3-chloro-5-((4-methoxybenzyl)oxy)benzonitrile